C(C1=CC=CC=C1)N1CCC(CC1)(CC#N)C(C(=O)OC)OC methyl 2-(1-benzyl-4-(cyanomethyl) piperidin-4-yl)-2-methoxyacetate